FC=1C=C(C=NC1C(=O)NC)C=1CCNCC1 5-fluoro-N-methyl-1',2',3',6'-tetrahydro-[3,4'-bipyridine]-6-carboxamide